(3R,7R)-2-(3,4-dichlorobenzoyl)-3,7-dimethyl-9-(1-(2-(2-methyl-1,3-dioxolan-2-yl)pyrimidin-5-yl)ethyl)-1,2,3,4,8,9-hexahydropyrido[4',3':3,4]pyrazolo[1,5-a]pyrazin-10(7H)-one ClC=1C=C(C(=O)N2CC=3C(=NN4C3C(N(C[C@H]4C)C(C)C=4C=NC(=NC4)C4(OCCO4)C)=O)C[C@H]2C)C=CC1Cl